(1R,5S)-6-(5-iodo-2-isopropyl-1,2,4-triazol-3-yl)bicyclo[3.1.0]hexan-3-one IC=1N=C(N(N1)C(C)C)C1[C@H]2CC(C[C@@H]12)=O